C(C)(C)(C)OC(=O)N1CC[C@H]2[C@@H]1CN([C@@H](C2)C)C(C2=C(C=CC(=C2)F)N2N=CC=N2)=O (3ar,5r,7ar)-6-(5-fluoro-2-(2H-1,2,3-triazol-2-yl)benzoyl)-5-methyl-octahydro-1H-pyrrolo[2,3-c]pyridine-1-carboxylic acid tert-butyl ester